C(N)(=O)C=1C(=C(C(=NC1CC(C)C)CCC1=CC=C(C=C1)F)C=1OC(=NN1)C)C1=CC=C(S1)C(=O)OCC1=CC=CC=C1 benzyl 5-{5-carbamoyl-2-[2-(4-fluorophenyl)ethyl]-3-(5-methyl-1,3,4-oxadiazol-2-yl)-6-(2-methylpropyl)pyridin-4-yl}thiophene-2-carboxylate